N-(2-(3-(prop-1-en-2-yl)phenyl)prop-2-yl)benzamide C=C(C)C=1C=C(C=CC1)C(C)(C)NC(C1=CC=CC=C1)=O